4-amino-3,3-difluoro-pyrrolidine-1-carboxylic acid tert-butyl ester C(C)(C)(C)OC(=O)N1CC(C(C1)N)(F)F